racemic-3-(3-chloro-4-fluorophenyl)-1-(1-(1-(hydroxymethyl)isoquinolin-4-yl)ethyl)-1-methylurea ClC=1C=C(C=CC1F)NC(N(C)[C@H](C)C1=CN=C(C2=CC=CC=C12)CO)=O |r|